O1[C@@H](COCC1)CNC(=O)C1=C(C2=C(CCC3=CN(N=C23)CC=2C=NC(=CC2)CC)O1)C N-{[(2R)-1,4-dioxan-2-yl]methyl}-2-[(6-ethylpyridin-3-yl)methyl]-8-methyl-4,5-dihydro-2H-furo[2,3-g]indazole-7-carboxamide